N(=[N+]=[N-])CC=1N=C2N(N=C(C=C2)C2CC2)C1 2-(Azidomethyl)-6-cyclopropylimidazo[1,2-b]pyridazine